Cl.N[C@H]1CN(CC[C@@H]2N(C1=O)[C@@H](CC2)C(=O)NCC2=CC=C(C=C2)F)S(=O)(=O)C2CC2 (5S,8S,10aR)-5-amino-3-(cyclopropylsulfonyl)-N-(4-fluorobenzyl)-6-oxodecahydropyrrolo[1,2-a][1,5]diazocine-8-carboxamide hydrochloride